C(C)(C)(C)OOC1(CC(CC(C1)C)(C)C)OOC(C)(C)C 1,1-di(tert-butylperoxy)-3,3,5-trimethyl-cyclohexane